4-(chloromethyl)oxazole ClCC=1N=COC1